BrC1=C(C=C2C(=NC(=NC2=C1F)Cl)N1CC2N(C(C1)C2)C(=O)OC(C)(C)C)Cl tert-butyl 3-(7-bromo-2,6-dichloro-8-fluoro-quinazolin-4-yl)-3,6-diazabicyclo[3.1.1]heptane-6-carboxylate